tert-butyl (1R,2R,5S)-2-[3-(p-tolylsulfonyloxy)propyl]-3-azabicyclo[3.1.0]hexane-3-carboxylate C1(=CC=C(C=C1)S(=O)(=O)OCCC[C@@H]1[C@@H]2C[C@@H]2CN1C(=O)OC(C)(C)C)C